N1=C(SC2=C1C1=C(C=C2)OCC1)N1C(NC2C1CN(CCC2)C)=O 3-(7,8-dihydrofuro[3,2-e][1,3]benzothiazol-2-yl)-5-methyloctahydroimidazo[4,5-c]azepin-2(1H)-one